o-Tolylsulfone C=1(C(=CC=CC1)S(=O)(=O)C1=C(C=CC=C1)C)C